ClC1=CC(=C(CNC[C@@H]2CN(CC2)C(=O)OC(C)(C)C)C=C1)OCC1CC1 tert-butyl (R)-3-(((4-chloro-2-(cyclopropylmethoxy)benzyl)amino) methyl)pyrrolidine-1-carboxylate